(R,R)-ethyl-2-((((2-(2-amino-6-methoxy-9H-purin-9-yl)-ethoxy) methyl)-(benzyloxy)-phosphoryl)-amino)-propionate monofumarate C(\C=C\C(=O)O)(=O)O.C(C)OC([C@@H](C)N[P@](=O)(OCC1=CC=CC=C1)COCCN1C2=NC(=NC(=C2N=C1)OC)N)=O